3-(7-((4-((4-(2,4-difluorophenyl)piperazin-1-yl)methyl)benzyl)oxy)-3-oxo-1,3-dihydro-2H-indazol-2-yl)piperidine-2,6-dione FC1=C(C=CC(=C1)F)N1CCN(CC1)CC1=CC=C(COC=2C=CC=C3C(N(NC23)C2C(NC(CC2)=O)=O)=O)C=C1